1,1,2,2,3,3,4,4,5,5,6,6,7,7,8,8-hexadecafluoro-1-iodo-8-((perfluoropropan-2-yl)oxy)octane FC(C(C(C(C(C(C(C(OC(C(F)(F)F)(C(F)(F)F)F)(F)F)(F)F)(F)F)(F)F)(F)F)(F)F)(F)F)(I)F